ClC1=CC=C(C2=CC=CC=C12)OB(O)O 4-chloronaphthalen-1-yl-boric acid